1-(4-hydroxyphenyl)-3-(3-bromophenyl)-2-propen-1-one OC1=CC=C(C=C1)C(C=CC1=CC(=CC=C1)Br)=O